C(CCCCCCCCCCC)[C] dodecyl-carbon